N-((2S)-1-((1-(1H-benzo[d]imidazol-2-yl)ethyl)amino)-4-((S)-2-methylpiperidin-1-yl)-1,4-dioxobutan-2-yl)-5-methylisoxazole-3-carboxamide N1C(=NC2=C1C=CC=C2)C(C)NC([C@H](CC(=O)N2[C@H](CCCC2)C)NC(=O)C2=NOC(=C2)C)=O